(4S)-N-((R or S)-(3-chloro-2,4-difluorophenyl)(6-(2,2,2-trifluoroethoxy)pyridazin-3-yl)methyl)-2-oxoimidazolidine-4-carboxamide ClC=1C(=C(C=CC1F)[C@@H](NC(=O)[C@H]1NC(NC1)=O)C=1N=NC(=CC1)OCC(F)(F)F)F |o1:8|